bromo-3-cyclopropyl-1-((2-(trimethylsilyl)ethoxy)methyl)-1H-pyrazolo[3,4-b]pyridine BrC1=C2C(=NC=C1)N(N=C2C2CC2)COCC[Si](C)(C)C